NC1(CC(C(C=C1)C=CC1=CC=CC=C1)(S(=O)(=O)O)S(=O)(=O)O)N 4,4-diamino-2,2-stilbenedisulfonic acid